C(CCC)OCCOCCOCCO 2-(2-(2-butoxyethoxy)ethoxy)ethan-1-ol